C1(CC1)[C@@H](C)NC1=NC(=NC(=N1)N[C@H](C)C1CC1)C1=C(C=CC(=C1)F)F N2,N4-bis((R)-1-cyclopropylethyl)-6-(2,5-difluorophenyl)-1,3,5-triazine-2,4-diamine